6-(4-(trifluoromethoxy)phenoxy)nicotinaldehyde FC(OC1=CC=C(OC2=NC=C(C=O)C=C2)C=C1)(F)F